COC1=CC=CC(=N1)C(C)N1C[C@]2(CCN3N=C(C=C32)C=3C=C(C(=NC3)N)C(F)(F)F)CC1 5-{(3R)-1-[1-(6-methoxypyridin-2-yl)ethyl]-5',6'-dihydrospiro[pyrrolidine-3,4'-pyrrolo[1,2-b]pyrazol]-2'-yl}-3-(trifluoromethyl)pyridin-2-amine